7,7-dimethyl-4-(5-methyl-1H-indazol-4-yl)-2-(2-(2-propenoyl)-2,6-diazaspiro[3.4]octan-6-yl)-6,7-dihydro-5H-cyclopenta[b]pyridine-3-carbonitrile CC1(CCC=2C1=NC(=C(C2C2=C1C=NNC1=CC=C2C)C#N)N2CC1(CN(C1)C(C=C)=O)CC2)C